N-Methyl-Pyrrole CN1C=CC=C1